Bis(diethylamino)ethyl-(4-isopropenylphenyl)silane C(C)N(CC)C(C[SiH2]C1=CC=C(C=C1)C(=C)C)N(CC)CC